ethyl 1-(3-(((1S,3S)-3-((5-(6-oxopyridazin-1(6H)-yl)pyridin-2-yl)amino)cyclopentyl)amino)-1,2,4-oxadiazol-5-yl)cyclobutane-1-carboxylate O=C1C=CC=NN1C=1C=CC(=NC1)N[C@@H]1C[C@H](CC1)NC1=NOC(=N1)C1(CCC1)C(=O)OCC